FC(C(=C)C1=C(C(=O)O)C=CC=C1)(F)F 2-[1-(trifluoromethyl)vinyl]benzoic acid